N-(1-(pyridin-3-ylmethyl)cyclopropane-1-carbonyl)-O-(trans-3-(2-(5,6,7,8-tetrahydro-1,8-naphthyridin-2-yl)ethyl)cyclobutyl)homoserine N1=CC(=CC=C1)CC1(CC1)C(=O)N[C@@H](CCO[C@@H]1C[C@H](C1)CCC1=NC=2NCCCC2C=C1)C(=O)O